ClC=1C=C2C3=C(NC2=CC1)[C@@H](NCC3)CC3COCOC3 (1S)-6-chloro-1-(1,3-dioxan-5-ylmethyl)-2,3,4,9-tetrahydro-1H-pyrido[3,4-b]indole